NC=1C=C(N(C1)CCCCCN(CCOCCOCCOCCOC)CCOCCOCCOCCOC)C(=O)OCC ethyl 4-amino-1-[14-(2,5,8,11-tetraoxatridecan-13-yl)-2,5,8,11-tetraoxa-14-azanonadecan-19-yl]pyrrole-2-carboxylate